di-tert-Butylperoxyhexahydroterephthalate CC(C)(C)OOC(=O)C1CCC(CC1)C(=O)OOC(C)(C)C